C(#N)C(C)N1N=CC(=C1)NC=1N=CC2=C(C(=C(C=C2C1)C=1C=NC=CC1C)F)NC(OC(C)(C)C)=O tert-Butyl N-(3-[[1-(1-cyanoethyl)-1H-pyrazol-4-yl]amino]-7-fluoro-6-(4-methylpyridin-3-yl)isoquinolin-8-yl)carbamate